3-(azetidin-1-yl)propionic acid hydrochloride Cl.N1(CCC1)CCC(=O)O